(1R,5S,6r)-6-(5-((5-methyl-4-oxopyrido[2,3-d]pyrimidin-3(4H)-yl)methyl)-1,2,4-oxadiazol-3-yl)-3-azabicyclo[3.1.0]hexane-3-carboxylic acid tert-butyl ester C(C)(C)(C)OC(=O)N1C[C@H]2C([C@H]2C1)C1=NOC(=N1)CN1C=NC2=C(C1=O)C(=CC=N2)C